octahydrothieno[3,4-b]pyrazine 6,6-dioxide N1C2C(NCC1)CS(C2)(=O)=O